NC1=C(C(=NN1CC1C(C1)(F)F)C=1C=C2CC[C@H](C2=CC1)NC(C1=C(C=CC(=C1)F)OC([2H])([2H])[2H])=O)C(=O)N 5-amino-1-((2,2-difluorocyclopropyl)methyl)-3-((R)-1-(5-fluoro-2-(methoxy-d3)benzamido)-2,3-dihydro-1H-inden-5-yl)-1H-pyrazole-4-carboxamide